(2S,4r)-1-((S)-2-acetamido-3,3-dimethylbutyryl)-4-hydroxy-N-(4-(4-methylthiazol-5-yl)benzyl)pyrrolidine-2-carboxamide C(C)(=O)N[C@H](C(=O)N1[C@@H](C[C@H](C1)O)C(=O)NCC1=CC=C(C=C1)C1=C(N=CS1)C)C(C)(C)C